5-(1-trifluoromethylcyclopropyl)-1,2,4-oxadiazole FC(C1(CC1)C1=NC=NO1)(F)F